FC(OC=1C=NC(=NC1)N[C@@H]1C[C@H](CC1)NC1=CC=C(C=N1)N1C(C(=CC=C1)C#N)=O)F 6'-(((1S,3S)-3-((5-(difluoromethoxy)pyrimidin-2-yl)amino)cyclopentyl)amino)-2-oxo-2H-[1,3'-bipyridine]-3-carbonitrile